4-[(3R)-3-{[(tert-butoxy)carbonyl]amino}piperidin-1-yl]butanoic acid C(C)(C)(C)OC(=O)N[C@H]1CN(CCC1)CCCC(=O)O